ethyl (6R)-6-[4-(3-acetamido-2-pyridyl)piperazin-1-yl]-2-azaspiro[3.4]octane-2-carboxylate C(C)(=O)NC=1C(=NC=CC1)N1CCN(CC1)[C@H]1CC2(CN(C2)C(=O)OCC)CC1